NC1=C(C2=C(S1)CCC21CN(C1)C(=O)OC(C)(C)C)C#N tert-butyl 2'-amino-3'-cyano-5',6'-dihydro-1H-spiro[azetidine-3,4'-cyclopenta[b]thiophene]-1-carboxylate